C(C)(C)(C)OC(NC=1N=CC2=C(N=C(C=C2C1)Cl)N(CC1=C(C=C(C=C1)OC)OC)CC1=C(C=C(C=C1)OC)OC)=O (8-(bis(2,4-dimethoxybenzyl)amino)-6-chloro-2,7-naphthyridin-3-yl)carbamic acid tert-butyl ester